ClC(COC(N(C[C@H]1NC[C@@H](C1)F)C1=C(C(=CC=C1)OC)F)=O)(Cl)Cl.[N+](=O)([O-])C1=CC=C(C=C1)N1C(CCC1)=O 1-(4-nitrophenyl)pyrrolidin-2-one 2,2,2-trichloroethyl-(2-fluoro-3-methoxyphenyl)(((2S,4R)-4-fluoropyrrolidin-2-yl)methyl)carbamate